N-(3-(2'-fluoro-3'-methoxy-[1,1'-biphenyl]-3-yl)propyl)-1,3-dimethyl-1H-pyrazole-5-carboxamide FC1=C(C=CC=C1OC)C1=CC(=CC=C1)CCCNC(=O)C1=CC(=NN1C)C